NCCC1=CC=C(C=C1)S(=O)(=O)F 4-(2-Aminoethyl)-benzenesulfonyl fluoride